1-(5-(2-fluorophenyl)-1-((3-(3-methoxyprop-1-yn-1-yl)phenyl)sulfonyl)-1H-pyrrole-3-yl)-N-methylmethylamine hydrochloride Cl.FC1=C(C=CC=C1)C1=CC(=CN1S(=O)(=O)C1=CC(=CC=C1)C#CCOC)CNC